4-Nitro-1-propyl-1H-pyrazole [N+](=O)([O-])C=1C=NN(C1)CCC